C(C1=CC=CC=C1)OC(=O)N1CC2(CNS(C2)(=O)=O)CCC1 2-thia-3,7-diazaspiro[4.5]decane-7-carboxylic acid benzyl ester 2,2-dioxide